COC1=NC=CC=C1C=1C=NN2C1N=C(C=C2)N2CC=1N(CC2)C(=NC1)CC(C)(C)C 3-(2-methoxypyridin-3-yl)-5-(3-neopentyl-5,6-dihydroimidazo[1,5-a]pyrazin-7(8H)-yl)pyrazolo[1,5-a]pyrimidine